Benzyl (S)-2-(cyanomethyl)-4-(2-(((S)-1-(ethyl-d5)pyrrolidin-2-yl) methoxy)-5,6,7,8-tetrahydropyrido[3,4-d]pyrimidin-4-yl)piperazine-1-carboxylate C(#N)C[C@@H]1N(CCN(C1)C=1C2=C(N=C(N1)OC[C@H]1N(CCC1)C(C([2H])([2H])[2H])([2H])[2H])CNCC2)C(=O)OCC2=CC=CC=C2